zirconium butoxide isostearate C(CCCCCCCCCCCCCCC(C)C)(=O)[O-].[O-]CCCC.[Zr+2]